ClC1=C(C(=O)N2CC3=CC=CC(=C3CN2)C2=CC(=C(C(=O)O)C=C2)N2CCOCC2)C(=CC(=C1)C=1C=NN(C1)C)Cl 4-[2-[2,6-Dichloro-4-(1-methylpyrazol-4-yl)benzoyl]-3,4-dihydro-1H-phthalazin-5-yl]-2-morpholin-4-ylbenzoic acid